N-(5-((4-ethylpiperazin-1-yl)methyl)pyridin-2-yl)-5-fluoro-4-(9-fluoro-4-methyl-3,4-dihydro-1H-benzo[4,5]imidazo[2,1-c][1,4]oxazin-7-yl)pyrimidin-2-amin C(C)N1CCN(CC1)CC=1C=CC(=NC1)NC1=NC=C(C(=N1)C1=CC2=C(N=C3COCC(N32)C)C(=C1)F)F